benzyl (2-(2-(((1R,5S,6s)-3-azabicyclo[3.1.0]hexan-6-yl)oxy)-6-(3,4-difluorophenyl)pyridin-4-yl)propan-2-yl)carbamate [C@@H]12CNC[C@H]2C1OC1=NC(=CC(=C1)C(C)(C)NC(OCC1=CC=CC=C1)=O)C1=CC(=C(C=C1)F)F